OCC1OCCN(C1)C(=O)[O-] 6-(hydroxymethyl)morpholine-4-carboxylate